C(C)(C)(C)ON=C1CN(C1)C(=O)OC(C)(C)C tert-Butyl 3-[(tert-butoxy)imino]azetidine-1-carboxylate